NCCCCNC(=N)N 1-Amino-4-guanidinobutane